methyl (1r,3r)-3-(5-(3-(5-bromopyrazolo[1,5-a]pyridine-3-carboxamido)-4-methylphenyl)-2H-tetrazol-2-yl)cyclobutane-1-carboxylate BrC1=CC=2N(C=C1)N=CC2C(=O)NC=2C=C(C=CC2C)C=2N=NN(N2)C2CC(C2)C(=O)OC